ClC1=CC=C(C=N1)N1N=C(C(=C1)CNC=1C=NC(=CC1)C)C(=O)OC Methyl 1-(6-chloropyridin-3-yl)-4-[(6-methylpyridin-3-yl)amino]methyl-1H-pyrazole-3-carboxylate